dioctyltin bis(acetyllaurate) C(C)(=O)C(C(=O)[O-])CCCCCCCCCC.C(C)(=O)C(C(=O)[O-])CCCCCCCCCC.C(CCCCCCC)[Sn+2]CCCCCCCC